NC=1N=CC(=NC1OC=1C=NN(C1)C1CCN(CC1)C)C1=CC(=C(C(=O)NC)C(=C1)C)C 4-(5-amino-6-(1-(1-methylpiperidin-4-yl)-1H-pyrazol-4-yloxy)pyrazin-2-yl)-N,2,6-trimethylbenzamide